tert-butyl 3,3-difluoro-4-(2-methyl-5-(pyridin-2-ylmethoxy)benzofuran-3-carboxamido)piperidine-1-carboxylate FC1(CN(CCC1NC(=O)C1=C(OC2=C1C=C(C=C2)OCC2=NC=CC=C2)C)C(=O)OC(C)(C)C)F